O1C(=CC2=C1C=CC=C2)C(C(C)NCC)=O 1-(1-benzofuran-2-yl)-2-(ethylamino)propan-1-one